3-chloro-N-(1-cyanoethyl)pyridineamide ClC=1C(=NC=CC1)C(=O)NC(C)C#N